(S)-1-(5-chloro-4-((1-(5-(3,5-difluorophenyl)-4,5-dihydro-1H-pyrazole-1-carbonyl)azetidin-3-yl)oxy)pyridin-2-yl)-3,5-dimethyl-1H-pyrazole-4-carbonitrile ClC=1C(=CC(=NC1)N1N=C(C(=C1C)C#N)C)OC1CN(C1)C(=O)N1N=CC[C@H]1C1=CC(=CC(=C1)F)F